(R/S)-1-(2-(2-(4-((2-(difluoromethyl)-2H-tetrazol-5-yl)(phenyl)methyl)piperazine-1-carbonyl)pyridin-4-yl)-6,7-dihydrooxazolo[4,5-c]pyridin-5(4H)-yl)ethan-1-one FC(N1N=C(N=N1)[C@H](N1CCN(CC1)C(=O)C1=NC=CC(=C1)C=1OC2=C(CN(CC2)C(C)=O)N1)C1=CC=CC=C1)F |r|